BrC=1C=C(C=C2C=NC(NC12)=O)C(F)(F)F 8-bromo-6-(trifluoromethyl)quinazolin-2(1H)-one